methyl-1,3,5-tris(2-hydroxyethyl)cyanuric acid CC(CN1C(N(C(N(C1=O)CCO)=O)CCO)=O)O